N-[(1R,3S)-3-{[6-chloro-2-(trifluoromethyl)quinolin-4-yl]amino}cyclohexyl]-1-methyl-3-phenyl-1H-pyrazole-4-carboxamide ClC=1C=C2C(=CC(=NC2=CC1)C(F)(F)F)N[C@@H]1C[C@@H](CCC1)NC(=O)C=1C(=NN(C1)C)C1=CC=CC=C1